N-((5-fluoro-2,3-dihydrobenzofuran-4-yl)methyl)-8-(2-methyl-4-(methylsulfonyl)phenyl)-1-(methylsulfonyl)imidazo[1,5-c]pyrimidin-5-amine FC=1C=CC2=C(CCO2)C1CNC1=NC=C(C=2N1C=NC2S(=O)(=O)C)C2=C(C=C(C=C2)S(=O)(=O)C)C